2-(4-Methylphenylthio)benzaldehyde CC1=CC=C(C=C1)SC1=C(C=O)C=CC=C1